C1(=C(C=CC=C1)C1=C([Se]C2=C1C=CC=C2)C2=C(C=CC=C2)C2=NN=NC(=C2C2=C(C(=CC=1C3=CC=CC=C3CC21)C)C)C2=CC=CC=C2)C2=CC=CC=C2 [(biphenylyl)benzoselenophenyl][Phenyl(dimethylfluorenyl)triazineyl]benzene